3-((6-((5-(4-(aminomethyl)-4-methyl-piperidin-1-Yl)pyrazin-2-yl)thio)-5-chloro-4-oxoquinazolin-3(4H)-yl)methyl)benzenesulfonyl fluoride NCC1(CCN(CC1)C=1N=CC(=NC1)SC=1C(=C2C(N(C=NC2=CC1)CC=1C=C(C=CC1)S(=O)(=O)F)=O)Cl)C